1-(Cyanomethyl)-N-((1,2,3,5,6,7-hexahydro-s-indacen-4-yl)carbamoyl)piperidine-4-sulfonamide, potassium salt [K].C(#N)CN1CCC(CC1)S(=O)(=O)NC(NC1=C2CCCC2=CC=2CCCC12)=O